FC=1C(=C(C=CC1)C=1C=C2C(=NN1)NC(C1(N2CCNC1)C)=O)O 2-(3-fluoro-2-hydroxyphenyl)-6a-methyl-7,8,9,10-tetrahydro-5H-pyrazino[1',2':4,5]pyrazino[2,3-c]pyridazin-6(6aH)-one